C(C)(=O)C12CC(C1)(C2)C2=C(C(N=C(N2)C=2SC=CN2)C2=C(C=C(C=C2)F)Cl)C(=O)OC methyl 6-(3-acetylbicyclo[1.1.1]pentan-1-yl)-4-(2-chloro-4-fluorophenyl)-2-(thiazol-2-yl)-1,4-dihydropyrimidine-5-carboxylate